FC(C1=NN=C(S1)C1=CN=C2N1C=C(C=C2N2C[C@@H](N[C@H](C2)C)C)S(=O)(=O)NC2(CC2)C)F 3-(5-(difluoromethyl)-1,3,4-thiadiazol-2-yl)-8-((3S,5S)-3,5-dimethylpiperazin-1-yl)-N-(1-methylcyclopropyl)imidazo[1,2-a]pyridine-6-sulfonamide